C(C)O\N=C/1\C=2N=CN(C2N=CN1)[C@@H]1O[C@@H]([C@H]([C@H]1O)O)[C@](C)(O)C1=CC(=C(C=C1)Cl)C (Z)-9-((2R,3R,4S,5S)-5-((R)-1-(4-chloro-3-methylphenyl)-1-hydroxyethyl)-3,4-dihydroxytetrahydrofuran-2-yl)-1,9-dihydro-6H-purin-6-one O-ethyl oxime